C(=O)C=1C(=NNC1)C(=O)O 4-formylpyrazole-3-carboxylic acid